4-((tert-butoxycarbonyl)amino)-2'-methyl-5'-(trifluoromethyl)-[1,1'-biphenyl]-3-carboxylic acid C(C)(C)(C)OC(=O)NC1=C(C=C(C=C1)C1=C(C=CC(=C1)C(F)(F)F)C)C(=O)O